3-(2-fluoro-6-methyl-phenyl)-7-isopropyl-2-methyl-pyrazolo[1,5-a]pyrimidine-5-carboxylic acid FC1=C(C(=CC=C1)C)C=1C(=NN2C1N=C(C=C2C(C)C)C(=O)O)C